CC(C)N1CCN(CC1)C1=CC=C(C=C1)C=1C=C2C=C(C(NC2=CC1)=O)C1=C(C=CC=C1)C(F)(F)F 6-{4-[4-(propan-2-yl)piperazin-1-yl]phenyl}-3-[2-(trifluoromethyl)phenyl]-1,2-dihydroquinolin-2-one